S(=O)(=O)([O-])S(=O)[O-].[Na+].[Na+] disodium pyrosulfite